BrC=1C=CC=2C(N(C3=CC=CC1C23)C2C(NC(CC2)=O)=O)=O 3-(5-bromo-2-oxo-benzo[cJ]indol-1-yl)piperidine-2,6-dione